FC(C1=CC=C(C=C1)NC1=C(C=CC=C1)C1=NN=C(O1)NCCN)(F)F N1-(5-(2-((4-(trifluoromethyl)phenyl)amino)phenyl)-1,3,4-oxadiazol-2-yl)ethane-1,2-diamine